NC([C@H](CCC(=O)OC(C)(C)C)N1C(C2=CC=C(C=C2C1)O[C@@H]1CN(CC1)CC=1C=C2C=CC(=NC2=C(C1)C1CC1)C1CCOCC1)=O)=O tertbutyl (S)-5-amino-4-(5-(((S)-1-((8-cyclopropyl-2-(tetrahydro-2H-pyran-4-yl)quinolin-6-yl)methyl)pyrrolidin-3-yl)oxy)-1-oxoisoindolin-2-yl)-5-oxopentanoate